tert-butyl (R)-3-(5-(2-methoxy-4-(trifluoromethyl)phenyl)-4-methylfuran-2-carbonyl)pyrrolidine-1-carboxylate COC1=C(C=CC(=C1)C(F)(F)F)C1=C(C=C(O1)C(=O)[C@H]1CN(CC1)C(=O)OC(C)(C)C)C